(5-ethynylfuran-2-yl)N,N-dimethylamine C(#C)C1=CC=C(O1)N(C)C